C(=CC(CCCC=CCCCCCCCC)O)O hexadecene-7-ene-1,3-diol